C([C@@H]1[C@@H]([C@@H]([C@H]([C@H](O1)OC[C@@H]2[C@@H]([C@@H]([C@H]([C@H](O2)OC[C@@H]3[C@@H]([C@@H]([C@H]([C@H](O3)OC[C@@H]4[C@@H]([C@@H]([C@H]([C@H](O4)OC[C@@H]5[C@H]([C@@H]([C@H]([C@H](O5)O[C@]6([C@H]([C@@H]([C@H](O6)CO)O)O)CO)O)O)O)O)O)O)O)O)O)O)O)O)O)O)O)O The molecule is a hexasaccharide that is verbascose which has an additional unit of alpha-D-galactopyranose attached by a 1->6 glycosidic linkage to the terminal galactosyl residue. It is a hexasaccharide and a raffinose family oligosaccharide. It derives from a verbascose.